C(=O)[O-] demEthylacetat